tert-butyl (2-(1-iodonaphthalen-2-yl)ethyl)carbamate IC1=C(C=CC2=CC=CC=C12)CCNC(OC(C)(C)C)=O